Ethyl (5-{2-fluoro-5-[(4-oxo-3,4-dihydrophthalazin-1-yl)methyl]phenyl}-1H-benzimidazol-2-yl)carbamate FC1=C(C=C(C=C1)CC1=NNC(C2=CC=CC=C12)=O)C1=CC2=C(NC(=N2)NC(OCC)=O)C=C1